D-4-hydroxy-phenylglycine OC1=CC=C([C@@H](N)C(=O)O)C=C1